i-pentyl mercaptan C(CC(C)C)S